C(C)OC(=O)C=1C(=C2C(=NC1)N(N=N2)C2=C(C(=CC(=C2)F)F)F)C(C)C 7-isopropyl-3-(2,3,5-trifluorophenyl)-3H-[1,2,3]triazolo[4,5-b]pyridine-6-carboxylic acid ethyl ester